O1COCC2=C1C=CC=C2C(=CCCCCCC(=O)N2CCCCC2)CCCCCCCCCC 1-[8-(1,3-benzodioxan-5-yl)-1-oxo-7-octadecenyl]piperidine